OC1=CC=CC2=C1C(CC(O2)C2=CC=C(C=C2)O)=O 2,3-dihydro-5-hydroxy-2-(4-hydroxyphenyl)-4H-1-benzopyran-4-one